ClC=1C(=CC(=C(C1)NC1=NC(=NC=C1)NC=1C(=CC(=C(C1)NC(C=C)=O)N1[C@H]2CN(C[C@H]2C1)C)OC)C(C)(C)O)F N-(5-(4-(5-chloro-4-fluoro-2-(2-hydroxypropan-2-yl)phenylamino)pyrimidin-2-ylamino)-4-methoxy-2-((1S,5R)-3-methyl-3,6-diazabicyclo[3.2.0]heptan-6-yl)phenyl)acrylamide